O1S(OC2C1CCCC2)=O hexahydrobenzo[1,3,2]dioxathiolan-2-oxide